C(C)SC1=NN2C(N=C(C=C2)C2=CC=C(C=C2)OC(C(F)F)(F)F)=C1C1=NC2=C(C=NC(=C2)C(F)(F)F)N1C 2-(2-(ethylthio)-5-(4-(1,1,2,2-tetrafluoroethoxy)phenyl)pyrazolo[1,5-a]pyrimidin-3-yl)-3-methyl-6-(trifluoromethyl)-3H-imidazo[4,5-c]pyridine